C(#N)C=1C=NN2C1C(=CC(=C2)OCC(C)(C)O)C=2C=CC(=NC2)N2CCC(CC2)(C)NC(C2=CC(=CC=C2)COC)=O N-(1-(5-(3-cyano-6-(2-hydroxy-2-methylpropoxy)pyrazolo[1,5-a]pyridin-4-yl)pyridin-2-yl)-4-methylpiperidin-4-yl)-3-(methoxymethyl)benzamide